methyl (R)-7-(4-benzhydryl-2-methylpiperazine-1-carboxamido)heptanoate C(C1=CC=CC=C1)(C1=CC=CC=C1)N1C[C@H](N(CC1)C(=O)NCCCCCCC(=O)OC)C